NCCOCCOCCC(=O)NCCCNC1=CC=C(C=C1)C(C(=O)N[C@@H](C(=O)NCC1=CC=C(C=C1)O)CCCN\C(=N/C(NCCNC(CC)=O)=O)\N)C1=CC=CC=C1 (2R)-2-(2-(4-((3-(3-(2-(2-aminoethoxy)ethoxy)propanamido)propyl)amino)phenyl)-2-phenylacetamido)-N-(4-hydroxybenzyl)-5-((Z)-2-((2-propionamidoethyl)carbamoyl)guanidino)pentanamide